Cl.ClC=1C=C2C=CN(C2=C(C1)C1=NC=NN2C1=CC(=C2)CN2C(N(C=CC2=O)C([2H])([2H])[2H])=O)CC2(CCNCC2)F 3-((4-(5-chloro-1-((4-fluoropiperidin-4-yl)methyl)-1H-indol-7-yl)pyrrolo[2,1-f][1,2,4]triazin-6-yl)methyl)-1-(methyl-d3)pyrimidine-2,4(1H,3H)-dione hydrochloride